FC(CCCI)(C(C(C(C(C(C(C(F)(F)F)(F)F)(F)F)(F)F)(F)F)(F)F)(F)F)F 4,4,5,5,6,6,7,7,8,8,9,9,10,10,11,11,11-Heptadecafluoroundecyl iodide